C1(=CC=CC=C1)C1=NC(=NC(=N1)C1=CC=CC=C1)N1C2=C(N(C3=CC=CC=C13)C1=CC=C(C=C1)N1C=3C=CC=CC3C(C3=CC=CC=C13)(C)C)N(C=C2)C 10-(4-(4-(4,6-diphenyl-1,3,5-triazin-2-yl)-1-methyl-1H-pyrrolo[2,3-b]quinoxalin-9(4H)-yl)phenyl)-9,9-dimethyl-9,10-dihydroacridine